ClC1=NC(=CC(=N1)C1(CC1)S(=NC(OC(C)(C)C)=O)(=O)C)N1CCOCCC1 tert-butyl N-([1-[2-chloro-6-(1,4-oxazepan-4-yl)pyrimidin-4-yl] cyclopropyl] (methyl) oxo-lambda6-sulfanylidene)carbamate